N1=C(C=CC=C1)NCC1(CC1)C(=O)O 1-{[(pyridin-2-yl)amino]-methyl}cyclopropane-1-carboxylic acid